(4-(4-methylthiazol-5-yl)phenyl)carboxamide CC=1N=CSC1C1=CC=C(C=C1)C(=O)N